Benzyl 2-acetamido-3-O-acetyl-2,4,6-trideoxy-4,6-difluoro-α-D-glucopyranoside C(C)(=O)N[C@H]1[C@@H](OCC2=CC=CC=C2)O[C@@H]([C@H]([C@@H]1OC(C)=O)F)CF